CC(C(=O)N1N=CC2=CC3=C(C=C12)C(=C(N3C3=CC=C(C=C3)F)C(C)C)C3=C(C=C(C(=O)OC)C=C3)OC3COC3)(C)C methyl 4-[1-(2,2-dimethylpropanoyl)-5-(4-fluorophenyl)-6-isopropyl-pyrrolo[2,3-f]indazol-7-yl]-3-(oxetan-3-yloxy)benzoate